3',6'-dihydroxyspiro[isobenzofuran-1(3H),9'-[9H]xanthene]-3-one OC=1C=CC=2C3(C4=CC=C(C=C4OC2C1)O)OC(C1=CC=CC=C13)=O